N-(4-(7-bromo-3-cyano-9,10-dihydro-4H-benzo[d]pyrazolo[1,5-a][1,3]diazepin-2-yl)benzyl)-2-methoxybenzamide BrC1=CC2=C(NC=3N(CC2)N=C(C3C#N)C3=CC=C(CNC(C2=C(C=CC=C2)OC)=O)C=C3)C=C1